(R)-2-butanol C[C@H](CC)O